(Z)-2-(5-fluoro-2-methyl-1-(4-(pyrid-2-yl)benzylidene)-1H-inden-3-yl)acetic acid FC=1C=C2C(=C(/C(/C2=CC1)=C/C1=CC=C(C=C1)C1=NC=CC=C1)C)CC(=O)O